(2S)-2-[(5-chloro-8-hydroxy-3-methyl-1-oxo-3,4-dihydroisochromen-7-carbonyl)amino]-3-phenylpropionic acid ClC1=C2CC(OC(C2=C(C(=C1)C(=O)N[C@H](C(=O)O)CC1=CC=CC=C1)O)=O)C